Tert-butyl (Z)-2-((3-benzyl-5-bromopyrazin-2-yl)amino)-3-(furan-2-yl)acrylate C(C1=CC=CC=C1)C=1C(=NC=C(N1)Br)N\C(\C(=O)OC(C)(C)C)=C/C=1OC=CC1